5-((1H-Imidazol-4-yl)methoxy)-3-isopropyl-2-(2-methylpyridin-4-yl)-1H-indol N1C=NC(=C1)COC=1C=C2C(=C(NC2=CC1)C1=CC(=NC=C1)C)C(C)C